OC1=C(C(=O)NCC2=CC=C(C=C2)C(NO)=O)C=C(C(=C1)O)C(C)C 2,4-dihydroxy-N-(4-hydroxycarbamoyl-benzyl)-5-isopropyl-benzamide